N-(5-cyano-4'-((2-(1,1-difluoroethyl)pyrimidin-4-yl)amino)-[2,3'-bipyridyl]-6'-yl)acetamide C(#N)C=1C=CC(=NC1)C=1C=NC(=CC1NC1=NC(=NC=C1)C(C)(F)F)NC(C)=O